C(C1=CC=CC=C1)(C1=CC=CC=C1)(C1=CC=CC=C1)N1N=CC(=C1)C(C)N 1-(1-tritylpyrazol-4-yl)ethanamine